tert-Butyl ((1r,4r)-4-(2-cyanovinyl)cyclohexyl)carbamate CC(C)(C)OC(=O)NC1CCC(CC1)/C=C\C#N